2-(1,3-dioxoisoindol-2-yl)acethydrazide O=C1N(C(C2=CC=CC=C12)=O)CC(=O)NN